N-(4-carbamoyl-3-fluorophenyl)-1-[(4,4-difluorocyclohexyl)methyl]-4-(trifluoromethyl)-1H-pyrazole-5-carboxamide C(N)(=O)C1=C(C=C(C=C1)NC(=O)C1=C(C=NN1CC1CCC(CC1)(F)F)C(F)(F)F)F